BrC1=CC(=C(C(=O)OC(C)(C)C)C=C1)S(=O)(=O)C tert-Butyl 4-bromo-2-(methylsulfonyl)benzoate